BrC(C(=O)OC(C)(C)C)C=1C=CC=C2C(=NN(C12)C(C)C)F tert-butyl 2-bromo-2-(3-fluoro-1-isopropyl-1H-indazol-7-yl)acetate